BrC1=CC=C(C=C1)[C@@H]1CO[C@H](CN1)C(F)(F)F |r| rac-(2r,5r)-5-(4-bromophenyl)-2-(trifluoromethyl)morpholine